COC(=O)C1=NN(C(=C1I)COCC=C)C 5-(allyloxymethyl)-4-iodo-1-methyl-pyrazole-3-carboxylic acid methyl ester